OC1=NC=CN=C1.[Na] sodium 2-hydroxypyrazine